ClC=CC1=C(C=C(C=C1)Cl)Cl β-chloro-2,4-dichlorostyrene